N(=O)OCCC(C)C i-amyl nitrite